C(CCC)C=1N=C(N(C1CCCC)C=C)C 4,5-dibutyl-2-methyl-1-vinylimidazole